C(C)(C)(C)OC(=O)N1C[C@@H](C(C1)=C)O (R)-3-hydroxy-4-methylenepyrrolidine-1-carboxylic acid tert-butyl ester